C(C)(C)(C)OC(=O)N1C(C(C2=CC=CC(=C12)N(N)CC1CC1)(C)C)=O 7-(1-(cyclopropylmethyl)hydrazino)-3,3-dimethyl-2-oxoindoline-1-carboxylic acid tert-butyl ester